tributyl(imidazo[1,5-a]pyridin-8-yl)stannane C(CCC)[Sn](C=1C=2N(C=CC1)C=NC2)(CCCC)CCCC